FC1=CC=C(C=C1)N1C(=NC2=CC(=CC(=C2C1)C(C)=O)C)C 1-(3-(4-fluorophenyl)-2,7-dimethyl-3,4-dihydroquinazolin-5-yl)ethan-1-one